F[P-](F)(F)(F)(F)F.C[NH+]=C(O)N N-methyluronium hexafluorophosphate